7-chloroquinoxalin-2(1H)-one ClC1=CC=C2N=CC(NC2=C1)=O